NC1=C2C(=NC=N1)N(N=C2C2=CC=C(C=C2)NC(=O)C=2C(N(NC(C2)=C(C)C)C2=CC=C(C=C2)C(F)(F)F)=O)C2COCC2 N-(4-(4-Amino-1-(tetrahydrofuran-3-yl)-1H-pyrazolo[3,4-d]pyrimidin-3-yl)phenyl)-6-isopropyl-yl-3-oxo-2-(4-(trifluoromethyl)phenyl)-2,3-dihydropyridazine-4-carboxamide